N1=CC=CC2=C(C=CC=C12)C=1C(N(C(C1)=O)CC1CCOCC1)=O 3-(quinolin-5-yl)-1-((tetrahydro-2H-pyran-4-yl)methyl)-1H-pyrrole-2,5-dione